(1S,2R)-2-(((R)-(4-isopropylphenyl)(2-oxo-2,3-dihydro-1H-benzo[d]imidazol-4-yl)methyl)carbamoyl)cyclopentane-1-carboxylic acid C(C)(C)C1=CC=C(C=C1)[C@H](C1=CC=CC=2NC(NC21)=O)NC(=O)[C@H]2[C@H](CCC2)C(=O)O